C(C)[SiH](C)CC di(ethyl)methylsilane